(2r,4s)-N2-(5-chloropyridin-2-yl)-4-methoxy-4-phenylpyrrolidine-1,2-dicarboxamide ClC=1C=CC(=NC1)NC(=O)[C@@H]1N(C[C@](C1)(C1=CC=CC=C1)OC)C(=O)N